5-(1-methylcyclopropoxy)-1-(tetrahydro-2H-pyran-2-yl)-3-(trimethylstannyl)-1H-indazole CC1(CC1)OC=1C=C2C(=NN(C2=CC1)C1OCCCC1)[Sn](C)(C)C